4-hydroxybenzalacetone OC1=CC=C(C=CC(C)=O)C=C1